3-acetylamino-6-(N-acetyl-2'-aminoethyl)-1,4-benzodioxaneGlyceryl Monooleate C(CCCCCCC\C=C/CCCCCCCC)(=O)OCC(O)C(O)C1C(OC2=C(O1)C=CC(=C2)CCNC(C)=O)NC(C)=O